4-(allyloxy)-2-hydroxybenzohydrazide C(C=C)OC1=CC(=C(C(=O)NN)C=C1)O